3-chloro-N-(3-chloro-5-morpholinophenyl)-6-(1,1-dioxidoisothiazolidin-2-yl)-2-methylisonicotinamide ClC1=C(C(=O)NC2=CC(=CC(=C2)N2CCOCC2)Cl)C=C(N=C1C)N1S(CCC1)(=O)=O